(1S,2R,5R)-2-fluoro-1,5-dimethyl-3-oxo-8-azabicyclo[3.2.1]octane-8-carboxylic acid tert-butyl ester C(C)(C)(C)OC(=O)N1[C@@]2([C@H](C(C[C@]1(CC2)C)=O)F)C